[4-[[1-[2-(2,6-dioxo-3-piperidinyl)-1,3-dioxo-isoindolin-5-yl]-4-piperidinyl]methyl]piperidine-1-carbonyl]piperidine-1-carboxylic acid benzyl ester C(C1=CC=CC=C1)OC(=O)N1C(CCCC1)C(=O)N1CCC(CC1)CC1CCN(CC1)C=1C=C2C(N(C(C2=CC1)=O)C1C(NC(CC1)=O)=O)=O